C[C@@H]1C2=CC=CC(C3=NN(C=4C=CC(O[C@@H](CCNC(O1)=O)C)=CC34)C3OCCCC3)=N2 (7R,13R)-7,13-dimethyl-19-(oxan-2-yl)-8,14-dioxa-10,19,20,23-tetraazatetracyclo[13.5.2.12,6.018,21]tricosa-1(20),2(23),3,5,15(22),16,18(21)-heptaen-9-one